FC(N1N=C(C(=C1)F)[S@@](=O)(N)=NC(NC1=C2C(=NC(=C1C)CC(F)(F)F)CCC2)=O)F |o1:8| (R) or (S)-1-(difluoromethyl)-4-fluoro-N'-((3-methyl-2-(2,2,2-trifluoroethyl)-6,7-dihydro-5H-cyclopenta[b]pyridin-4-yl)carbamoyl)-1H-pyrazole-3-sulfonimidamide